CN1N=NC(=C1)C(=O)NC[C@H]1C[C@H](CC1)NC1=NC=C(C=C1)N1N=CC=CC1=O 1-methyl-N-[[(1R,3S)-3-[[5-(6-oxopyridazin-1-yl)-2-pyridyl]amino]cyclopentyl]methyl]triazole-4-carboxamide